[Cl-].C(C)N(C1=CC=C(C=C1)C(=C1C=CC(C=C1)=[N+](CC)CC)C1=CC=C(C2=CC=CC=C12)NCC)CC N-[4-[[4-(diethylamino)phenyl][4-(ethylamino)-1-naphthyl]methylene]-2,5-cyclohexadiene-1-ylidene]-N-ethylethanaminium chloride